N[C@@H]1CN(CC[C@H]1F)C=1N(C=2C(=NC=C(C2)Cl)N1)CC1=NC=C(C(=O)NC(C)(C)C)C=C1 6-((2-((3R,4R)-3-amino-4-fluoropiperidin-1-yl)-6-chloro-1H-imidazo[4,5-b]pyridin-1-yl)methyl)-N-(tert-butyl)nicotinamide